COC1=C(C=CC=C1)C1=CC(=NC=C1C(=O)NC=1SC2=C(N1)CN(C2)C2=NC=CC=C2)C 4-(2-methoxyphenyl)-6-methyl-N-(5-(pyridin-2-yl)-5,6-dihydro-4H-pyrrolo[3,4-d]thiazol-2-yl)nicotinamide